FC(C(N1C[C@@H](N(CC1)C)C(NCCCCCCCCCCCCCC)=O)C1=CC=C(C(=O)O)C=C1)(F)F 4-(2,2,2-trifluoro-1-((R)-4-methyl-3-(tetradecylcarbamoyl)piperazin-1-yl)ethyl)benzoic acid